C(C)(SC[C@H]1OC([C@@H]([C@H]1OS(=O)(=O)C1=CC=C(C=C1)C)OS(=O)(=O)C1=CC=C(C=C1)C)OC)=O S-(((2S,3S,4R)-5-methoxy-3,4-bis((4-methylphenyl)sulfonyloxy)tetrahydrofuran-2-yl)methyl) ethanethioate